FC1=CC=C(C=C1)C1(CN(C1)CCC)NC(=O)C1=NN2C(C(NC(=C2)C2=CC3=CC=CC=C3C=C2)=O)=C1C(F)(F)F N-[3-(4-Fluorophenyl)-1-propylazetidin-3-yl]-6-(naphthalen-2-yl)-4-oxo-3-(trifluoromethyl)-4,5-dihydropyrazolo[1,5-a]pyrazine-2-carboxamide